4-((5-amino-7-methoxyimidazo[1,2-c]quinazolin-2-yl)methyl)-N-phenylbenzamide NC1=NC=2C(=CC=CC2C=2N1C=C(N2)CC2=CC=C(C(=O)NC1=CC=CC=C1)C=C2)OC